N,N'-bistrimethylsilyl-urea C[Si](NC(=O)N[Si](C)(C)C)(C)C